ClC1N(CCCC1C1=C(C=CC=C1)F)C1C2=C(CN(C1)C1COC1)NN=C2C=O (4-(2-chloro-3-(fluorophenyl)piperidin-1-yl)(6-oxetan-3-yl)-4,5,6,7-tetrahydro-1H-pyrazolo[3,4-c]pyridin-3-yl)methanone